2-(5-{[(2R,3S,5S)-2-fluoro-8-azabicyclo[3.2.1]octan-3-yl](methyl)amino}pyrazin-2-yl)-5-(3-methyl-1H-pyrazol-5-yl)phenol F[C@@H]1C2CC[C@@H](C[C@@H]1N(C=1N=CC(=NC1)C1=C(C=C(C=C1)C1=CC(=NN1)C)O)C)N2